C(C1=C(C(=CC(=C1)C)C(C)(C)C)O)C1=C(C(=CC(=C1)C)C(C)(C)C)O 2,2'-methylene-bis-(4-methyl-6-tertiarybutyl-phenol)